2-(3-((2-bromophenyl)thio)propoxy)tetrahydro-2H-pyran tert-butyl-((2S,4R)-2-phenylpiperidin-4-yl)carbamate C(C)(C)(C)N(C(O)=O)[C@H]1C[C@H](NCC1)C1=CC=CC=C1.BrC1=C(C=CC=C1)SCCCOC1OCCCC1